ClC1=C(C=C2C(=C(N(C2=C1F)C)C1=NC(=NN1)C(C#N)C)C=1C=NNC1)OC 2-(5-(6-chloro-7-fluoro-5-methoxy-1-methyl-3-(1H-pyrazol-4-yl)-1H-indol-2-yl)-1H-1,2,4-triazol-3-yl)propionitrile